3-(6-(2-(4-(4-(4-((5-Hydroxy-3-methyl-2-(4-(trifluoromethyl)phenyl)-1H-indol-1-yl)methyl)phenoxy)butyl)piperazin-1-yl)-2-oxoethoxy)-1-methyl-1H-indazol-3-yl)piperidine-2,6-dione OC=1C=C2C(=C(N(C2=CC1)CC1=CC=C(OCCCCN2CCN(CC2)C(COC2=CC=C3C(=NN(C3=C2)C)C2C(NC(CC2)=O)=O)=O)C=C1)C1=CC=C(C=C1)C(F)(F)F)C